N-((S)-(4,4-Difluorocyclohexyl)(5-((R)-1-(4,4,4-trifluorobutanamido)ethyl)-1H-benzo[d]imidazol-2-yl)methyl)-4-isopropylthiazole-5-carboxamide FC1(CCC(CC1)[C@H](NC(=O)C1=C(N=CS1)C(C)C)C1=NC2=C(N1)C=CC(=C2)[C@@H](C)NC(CCC(F)(F)F)=O)F